CC1([C@H]2CC[C@@H]([C@@H]1C2)CNC(=O)C=2C=1C[C@@H]3[C@H](C1N(N2)C(C)(C)C)C3)C (1aR,5aR)-2-tert-Butyl-1a,2,5,5a-tetrahydro-1H-2,3-diaza-cyclopropa[a]pentalene-4-carboxylic acid ((1S,2S,5S)-6,6-dimethyl-bicyclo[3.1.1]hept-2-ylmethyl)-amide